4-Oxo-3-(3-phenyl-propyl)-10-oxa-3-aza-tricyclo[5.2.1.0*1,5*]dec-8-ene-6-carboxylic acid O=C1N(CC23C1C(C(C=C2)O3)C(=O)O)CCCC3=CC=CC=C3